FC(C=1N=CC(=NC1)NC1=C(C=NN1)C(=O)N)(F)F 5-{[5-(trifluoromethyl)pyrazin-2-yl]amino}-1H-pyrazole-4-carboxamide